C(C=C)(=O)NC(C(C)C)S(=O)(=O)[O-] acrylamido-2-methyl-propanesulfonate